NC1=CC2=C(OCC(CN2)OCCCOC)C=C1 7-amino-2,3,4,5-tetrahydro-3-(3-methoxypropoxy)benzo[b][1,4]oxazepine